CC=1C(=CC2=C(N(C(N2)=O)[C@H]2CNCCC2)C1)C=1C=C(C=2N(C1)N=CN2)C (R)-6-methyl-5-(8-methyl-[1,2,4]triazolo[1,5-a]pyridin-6-yl)-1-(piperidin-3-yl)-1,3-dihydro-2H-benzo[d]imidazol-2-one